diEthylene glycol methyl ethyl ether C(C)OCCOCCOC